C1(=CC=CC=C1)C1(CCCCC1)C(=O)N phenylcyclohexane-1-carboxamide